C(C)(C)(C)OC(=O)N[C@@H](C(=O)O)CCO (2R)-2-[(tert-butoxycarbonyl)amino]-4-hydroxybutanoic acid